methyl 7-bromo-[1,2,4]triazolo[1,5-a]pyridine-5-carboxylate BrC1=CC=2N(C(=C1)C(=O)OC)N=CN2